2-allyl-1-[6-(1-hydroxy-1-methylethyl)pyridin-2-yl]-6-(methylthio)-1,2-dihydro-3H-pyrazolo[3,4-d]pyrimidin-3-one C(C=C)N1N(C2=NC(=NC=C2C1=O)SC)C1=NC(=CC=C1)C(C)(C)O